C(C=C)OC(=O)NCC(=O)NCC(=O)N[C@H](C(=O)NCC(=O)O)CC1=CC=CC=C1 2-[[(2S)-2-[[2-[[2-(allyloxycarbonylamino)acetyl]amino]acetyl]amino]-3-phenyl-propanoyl]amino]acetic acid